O1CC[C@@H]2[C@H]1CN(C2)CC2(CCCC2)CNC(=O)C2=CC1=C(S2)CCCCCC1 N-({1-[(3aS,6aS)-Hexahydro-2H-furo[2,3-c]pyrrol-5-ylmethyl]cyclopentyl}methyl)-4H,5H,6H,7H,8H,9H-cycloocta[b]thiophene-2-carboxamide